3-[3-(methoxycarbonyl)-1H-pyrazol-1-yl]benzoic acid COC(=O)C1=NN(C=C1)C=1C=C(C(=O)O)C=CC1